(R,E)-N-(4-((4-chloro-2-methoxy-4-((1-methyl-1H-benzo[d]imidazol-5-yl)oxy)phenyl)amino)-7-methoxyquinazolin-6-yl)-2-fluoro-3-(1-methylpyrrolidin-2-yl)acrylamide ClC1(CC(=C(C=C1)NC1=NC=NC2=CC(=C(C=C12)NC(/C(=C\[C@@H]1N(CCC1)C)/F)=O)OC)OC)OC1=CC2=C(N(C=N2)C)C=C1